ClC=1N=CC=2C3=C(C=C(C2C1)S(=O)(=O)NCC(C)(C)F)CCC3NC3=NC1=C(N3C)C=CC=C1 3-chloro-N-(2-fluoro-2-methyl-propyl)-9-[(1-methylbenzimidazol-2-yl)amino]-8,9-dihydro-7H-cyclopenta[h]isoquinoline-5-sulfonamide